6-(difluoromethyl)-3-[6-[2,5-dimethyl-3-(methylthiomethyl)-1-piperidinyl]Pyrimidin-4-yl]Imidazo[1,2-b]Pyridazine FC(C=1C=CC=2N(N1)C(=CN2)C2=NC=NC(=C2)N2C(C(CC(C2)C)CSC)C)F